C1(=C(C(=CC(=C1)C)C)S(=O)(=O)C(C(=O)N)SC1=CC2=CC=CC=C2C=C1)C (Mesitylsulfonyl)-2-(naphthalen-2-ylthio)acetamide